C(C(C)C)N1C(=NC2=C1C=CC=C2)C2=CC=C(C=C2)[N+](=O)[O-] 1-isobutyl-2-(4-nitrophenyl)-1H-benzo[d]imidazole